BrC=1C=C(C=NC1)[C@H](C)OCCO 2-[(1S)-1-(5-bromopyridin-3-yl)ethoxy]ethan-1-ol